N-(3-cyanomethylphenyl)-4-fluoro-3-[3-(9H-purin-6-yl)pyridin-2-ylamino]benzamide C(#N)CC=1C=C(C=CC1)NC(C1=CC(=C(C=C1)F)NC1=NC=CC=C1C1=C2N=CNC2=NC=N1)=O